SC(C(=O)O)CCCCCCCCCCCCCCCC mercaptostearic acid